4-benzenedicarboximide C12=CC=C(C=C1)C(NC2=O)=O